tert-butyl (S)-4-(5-chloro-4-(3-((2-(imidazo[1,2-a]pyridin-3-yl)propan-2-yl)(propyl)carbamoyl)azetidin-1-yl)pyrimidin-2-yl)-3-methylpiperazine-1-carboxylate ClC=1C(=NC(=NC1)N1[C@H](CN(CC1)C(=O)OC(C)(C)C)C)N1CC(C1)C(N(CCC)C(C)(C)C1=CN=C2N1C=CC=C2)=O